N2-[4-(1,4-diazepan-1-yl)phenyl]-N4-[2-(6-methyl-2-pyridyl)pyrimidin-4-yl]pyrimidine-2,4-diamine N1(CCNCCC1)C1=CC=C(C=C1)NC1=NC=CC(=N1)NC1=NC(=NC=C1)C1=NC(=CC=C1)C